N=1C=NN2C1C=C(C=C2)OC2=C(C=C(C=C2)NC2=NC=NC1=CC=CC(=C21)O[C@@H]2C[C@H](N(CC2(F)F)C)C)C N-(4-([1,2,4]triazolo[1,5-a]pyridin-7-yloxy)-3-methylphenyl)-5-(((2R,4R)-5,5-difluoro-1,2-dimethylpiperidin-4-yl)oxy)quinazolin-4-amine